7,7'-hexylidenedi-1,5,7-triazabicyclo-[4.4.0]-dec-5-en C(CCCCC)(N1C2=NCCCN2CCC1)N1C2=NCCCN2CCC1